3-(5-(1-benzhydryl-piperidin-4-yl)-7-fluoro-1-oxoisoindolin-2-yl)piperidine-2,6-dione C(C1=CC=CC=C1)(C1=CC=CC=C1)N1CCC(CC1)C=1C=C2CN(C(C2=C(C1)F)=O)C1C(NC(CC1)=O)=O